NC1=NC2=CC(=CC(=C2C=C1Cl)F)CCC=1[C@H]([C@H]([C@@H](C1)N1C=CC2=C1N=CN=C2C=2C=NN(C2)C)O)O (1S,2R,5R)-3-(2-(2-amino-3-chloro-5-fluoroquinolin-7-yl)ethyl)-5-(4-(1-methyl-1H-pyrazol-4-yl)-7H-pyrrolo[2,3-d]pyrimidin-7-yl)cyclopent-3-ene-1,2-diol